6-(4-chloro-3-fluorophenyl)-2-(3-fluorophenyl)-N-{(1R)-2-hydroxy-1-[(3S)-tetrahydrofuran-3-yl]ethyl}-3-oxo-2,3-dihydropyridazine-4-carboxamide ClC1=C(C=C(C=C1)C=1C=C(C(N(N1)C1=CC(=CC=C1)F)=O)C(=O)N[C@@H](CO)[C@H]1COCC1)F